2-[2-hydroxy-1,1-bis(hydroxymethyl)ethylamino]ethanesulphonic acid OCC(CO)(CO)NCCS(=O)(=O)O